4-cyanobicyclo[2.1.1]hexan-1-yl-6-(5-(1,1-difluoro-2,3-dihydroxypropan-2-yl)-2-methylphenyl)pyrazine-2-carboxamide C(#N)C12CCC(C1)(C2)C=2C(=NC(=CN2)C2=C(C=CC(=C2)C(C(F)F)(CO)O)C)C(=O)N